(1S,2S)-1,2-bis(hydroxymethyl)cyclopropane-1-carboxylic acid ethyl ester C(C)OC(=O)[C@@]1([C@H](C1)CO)CO